ClC1=C(C=CC=C1)C1C(=NN(C12/C(/OC(=C2)C2=CC=CC=C2)=N/S(=O)(=O)C2=CC=C(C=C2)C)C2=CC=CC=C2)C2=CC=CC=C2 (Z)-N-(4-(2-chlorophenyl)-1,3,8-triphenyl-7-oxa-1,2-diazaspiro[4.4]nona-2,8-dien-6-ylidene)-4-methylbenzenesulfonamide